ClC=1C=C(C=C(C1)C=1N(N=C2C(NCCC21)C)C)C2(CC2)NS(=O)(=O)C N-[1-[3-chloro-5-(2,7-dimethyl-4,5,6,7-tetrahydropyrazolo[3,4-c]pyridin-3-yl)phenyl]cyclopropyl]methanesulfonamide